C(N)(=O)N(\N=C\C1=C(C(=O)O)C=CC=C1)C (E)-2-((2-carbamoyl-2-methylhydrazono)methyl)benzoic acid